C(=CC(CCCCCCCCC(CC)O)O)O 1,3,12-tetradecenetriol